12-bromo-4-(difluoromethyl)-18,20-difluoro-13-methoxy-15,15-dioxo-8-oxa-15λ6-thia-4,5,16-triazatetracyclo[15.3.1.110,14.02,6]docosa-1(20),2,5,10(22),11,13,17(21),18-octaen-9-one BrC1=CC=2C(OCC3=NN(C=C3C3=C(C=C(C(NS(C(=C1OC)C2)(=O)=O)=C3)F)F)C(F)F)=O